C(=O)C=1C(=C(C=C(C1)C)C1=CC=CC=N1)OC(C)C 6-(3-formyl-2-isopropoxy-5-methylphenyl)pyridine